OC1CC(C1)CN(CCCCCCCCN(C(CCCCCCCCC)=O)CCCCCCCCCC)CCCCCCCCN(C(CCCCCCCCC)=O)CCCCCCCCCC N,N'-(((((1R,3R)-3-hydroxycyclobut-yl)methyl)azanedi-yl)bis(octane-8,1-diyl))bis(N-decyl-decanamide)